tert-butyl N-(8-bromo-6-cyano-3-methyl-pyrrolo[1,2-a]pyrazin-7-yl)carbamate BrC=1C(=C(N2C1C=NC(=C2)C)C#N)NC(OC(C)(C)C)=O